O[C@H]1[C@H]2[C@@H]3CC[C@H]([C@@H](CCC[C@H](CO)C)C)[C@]3(CC[C@@H]2[C@]2(CCC(C=C2C1)=O)C)C (25R)-7alpha,26-Dihydroxycholest-4-en-3-one